tert-Butyl 4-[4-[ethyl-[(4-fluorophenyl)methyl] carbamoyl]phenyl]piperazine-1-carboxylate C(C)N(C(=O)C1=CC=C(C=C1)N1CCN(CC1)C(=O)OC(C)(C)C)CC1=CC=C(C=C1)F